N1=C(N=CC2=C1C=CS2)N thieno-[3,2-d]pyrimidin-2-amine